P(=O)(O)(O)CNCC(=O)O N-(phosphonomethyl)glycine